2-methyl-5-((1-methylpiperidine-3-yl)amino)pyridin CC1=NC=C(C=C1)NC1CN(CCC1)C